COC(=O)[C@H](C)NP(=O)(OC1=CC=C(C=C1)C)Cl ((1S)-(1-methoxycarbonylethyl)amino)(4-methylphenoxy)phosphinyl chloride